2-(3-(1-acetylpiperidin-4-yl)-5'-fluoro-1'-methyl-1H,1'H-[4,6'-biindazol]-1-yl)-N-(7-hydroxy-5-methyl-[1,2,4]triazolo[1,5-a]pyrimidin-6-yl)acetamide C(C)(=O)N1CCC(CC1)C1=NN(C=2C=CC=C(C12)C1=C(C=C2C=NN(C2=C1)C)F)CC(=O)NC=1C(=NC=2N(C1O)N=CN2)C